C(C)OC(CC(CCCN(C)CCCC(CC(OCC)OCC)[SiH3])[SiH3])OCC bis(4-diethoxyethyl-silylbutyl)N-methylamine